CCCCCCCCCCCCCCCC[N+](C)(C)CC(=O)O Cetylbetaine